C1CCC12CN(CCC2)[C@@H]2[C@@H](CCC2)OC=2C=C1CN(C(C1=CC2)=O)C2C(NC(CC2)=O)=O 3-(5-(((1R,2S)-2-(6-azaspiro[3.5]nonan-6-yl)cyclopentyl)oxy)-1-oxoisoindolin-2-yl)piperidine-2,6-dione